CC1=NC(=CC(=N1)NC1=NN2C(C=C(C=C2)C2=C(C=NC(=C2)C)OC[C@@H]2CC(N(C2(C)C)C)=O)=C1)C |r| rac-4-[[4-[2-[(2,6-dimethylpyrimidin-4-yl)amino]pyrazolo[1,5-a]pyridin-5-yl]-6-methyl-3-pyridyl]oxymethyl]-1,5,5-trimethyl-pyrrolidin-2-one